C1=NC=CC2=C(C=CC=C12)/C=C/C(=O)OC methyl (2E)-3-(isoquinolin-5-yl)prop-2-enoate